CC=1SC2=C(N1)C=C(C=C2)C2NCC(CC2)C 2-methyl-5-(5-methyl-2-piperidyl)-1,3-benzothiazole